[C@H]12CC(C[C@H](CC1)N2)C2=NC(=NC1=CC(=CC=C21)C2=CC(=CC1=CC=CC=C21)O)OCC21CCCN1CCC2 4-(4-((1R,5S)-8-azabicyclo[3.2.1]octan-3-yl)-2-((tetrahydro-1H-pyrrolizin-7a(5H)-yl)methoxy)quinazolin-7-yl)naphthalen-2-ol